O=C(C(=O)O)C1=CC(=C(C(=C1)Br)Br)Br 2-oxo-(3,4,5-tribromophenyl)acetic acid